C[C@@H]1CN(CCN1)C=1C=NC(=NC1)N1C[C@@H]2CNC3=NN=C(C=C3N2CC1)C1=C(C=CC=C1)O 2-[(10S)-12-[5-[(3R)-3-methylpiperazin-1-yl]pyrimidin-2-yl]-1,5,6,8,12-pentazatricyclo[8.4.0.02,7]tetradeca-2,4,6-trien-4-yl]phenol